tert-Butyl 3-[5-(2,4-dichlorophenyl)-2-pyridyl]azetidine-1-carboxylate ClC1=C(C=CC(=C1)Cl)C=1C=CC(=NC1)C1CN(C1)C(=O)OC(C)(C)C